7-(2-aminopyrimidin-4-yl)-2,3-dihydrofuro[3,2-c]pyridin NC1=NC=CC(=N1)C=1C2=C(C=NC1)CCO2